NCCC=1C=NCN1 [2H]-Histamine